N-(3-bromo-2-chlorophenyl)-N-((2-(trimethylsilyl)ethoxy)methyl)propane-1-sulfonamide BrC=1C(=C(C=CC1)N(S(=O)(=O)CCC)COCC[Si](C)(C)C)Cl